ClC=1C(=C2C(=NC1N1CC3(CN(C3)C(C=C)=O)CC1)CC(OC2)(C)C)C2=C1C=NNC1=CC(=C2C)Cl 1-(6-(3-chloro-4-(6-chloro-5-methyl-1H-indazol-4-yl)-7,7-dimethyl-7,8-dihydro-5H-pyrano[4,3-b]pyridin-2-yl)-2,6-diazaspiro[3.4]octan-2-yl)-2-propen-1-one